C(\C=C/C(=O)O)(=O)O.NC1=NC(=NC(=C1NC(OC)=O)N)C1=NN(C2=NC=C(C=C21)F)CC2=C(C=CC=C2)F Methyl {4,6-diamino-2-[5-fluoro-1-(2-fluorobenzyl)-1H-pyrazolo[3,4-b]pyridin-3-yl]pyrimidin-5-yl}carbamate maleate